C1CN(CCC12CCCCC2)S(=O)(=O)C=2C=C1CCC(NC1=CC2)=O 6-((3-azaspiro[5.5]undecan-3-yl)sulfonyl)-3,4-dihydroquinolin-2(1H)-one